FC1(CN(CC1)C[C@@H]1[C@H]([C@]2([C@](C3=C(C=NC=C3OC)O2)([C@@H]1O)O)C1=CC=C(C#N)C=C1)C1=CC=CC=C1)F |r| rac-4-((4bS,5R,6S,7S,7aR)-6-((3,3-difluoropyrrolidin-1-yl)methyl)-4b,5-dihydroxy-4-methoxy-7-phenyl-4b,5,6,7-tetrahydro-7aH-cyclopenta[4,5]furo[2,3-c]pyridin-7a-yl)benzonitrile